NCCCC1=C(C=NN1C)NC1=CC=CC(=N1)N([C@H]1C[C@H](N(C1)C(=O)OC(C)(C)C)C(=O)O)C(=O)OC(C)(C)C (2S,4S)-4-[[6-[[5-(3-aminopropyl)-1-methyl-pyrazol-4-yl]amino]-2-pyridyl]-tert-butoxycarbonyl-amino]-1-tert-butoxycarbonyl-pyrrolidine-2-carboxylic acid